ClC=1C=C(C=CC1F)[C@@H](CO)NC(=O)C1=CN(C=C1)C1=NC(=NC=C1C)NC1=CC2=C(OC(O2)(F)F)C=C1 (S)-N-(1-(3-chloro-4-fluoro-phenyl)-2-hydroxy-ethyl)-1-(2-((2,2-difluoro-benzo[d][1,3]dioxol-5-yl)amino)-5-methyl-pyrimidin-4-yl)-1H-pyrrole-3-carboxamide